3-phenylquinoxaline-6-carboxylic acid C1(=CC=CC=C1)C=1C=NC2=CC=C(C=C2N1)C(=O)O